O1CCN(CC1)C=1C=C(C=C(C1)S(=O)(=O)[C@H]1COCC1)C1=CN=C(S1)N (R)-5-(3-morpholino-5-((tetrahydrofuran-3-yl)sulfonyl)phenyl)thiazol-2-amine